Br[Ru]Br dibromoruthenium